ClC=1C=C(C(=C(C1)C1=NC=NN2C1=CC(=C2)CN2C(C1C(C1C2=O)(C)C)=O)COCOC)C 3-((4-(5-chloro-2-((methoxymethoxy)methyl)-3-methylphenyl)pyrrolo[2,1-f][1,2,4]triazin-6-yl)methyl)-6,6-dimethyl-3-azabicyclo[3.1.0]hexane-2,4-dione